COC1=CN=CC=2N=C(N=C(C21)N2CCC1(CCN(C1)CC1(CCC1)O)CC2)C2=CC=NC=C2 1-((8-(5-methoxy-2-(pyridin-4-yl)pyrido[3,4-d]pyrimidin-4-yl)-2,8-diazaspiro[4.5]decan-2-yl)methyl)cyclobutan-1-ol